5-[2-(4-hydroxy-3-methoxyphenyl)ethyl]-2-methoxyphenol OC1=C(C=C(C=C1)CCC=1C=CC(=C(C1)O)OC)OC